Cl.F[C@H]1[C@](C1)(N)C Cis-2-fluoro-1-methylcyclopropan-1-amine hydrochloride